(2S)-4-[(3S)-3-[4-[5-[tert-butyl(dimethyl)silyl]oxy-1-tetrahydropyran-2-yl-indazol-3-yl]triazol-2-yl]butoxy]butan-2-ol [Si](C)(C)(C(C)(C)C)OC=1C=C2C(=NN(C2=CC1)C1OCCCC1)C1=NN(N=C1)[C@H](CCOCC[C@H](C)O)C